(Z)-2-(3,5-dihydroxy-4-isopropylphenyl)-3-phenylacrylic acid OC=1C=C(C=C(C1C(C)C)O)/C(/C(=O)O)=C/C1=CC=CC=C1